C1(CC1)C1=CC=C(C=C1)C=1C=C(C(=NC1)C=1N(C=C(N1)C1=NC=CC(=C1)C(F)(F)F)C)SCC 5-(4-cyclopropylphenyl)-3-(ethylsulfanyl)-2-[1-methyl-4-[4-(trifluoromethyl)pyridin-2-yl]imidazol-2-yl]pyridine